Cl.ClC1=C(C=C2C(C(NC2=C1)=O)=C(C1=CC(=CC=C1)N1CCN(CC1)C)O)C1=CC=C(C=C1)N1CCOCC1 6-chloro-3-[hydroxy-[3-(4-methylpiperazin-1-yl)phenyl]methylene]-5-(4-morpholinophenyl)indolin-2-one hydrochloride